N1(N=CC=C1)CC=1C=CC(=NC1OC)C(=O)NS(=O)(=O)C1=C(C(=CC=C1OCC)CC)OC 5-((1H-pyrazol-1-yl)methyl)-N-((6-ethoxy-3-ethyl-2-methoxyphenyl)sulfonyl)-6-methoxypicolinamide